C(CCC)OCCCC monobutylether